2-(2-(Imidazo[1,2-a]pyridin-6-yl)-5-methylpiperidin-1-yl)-2-oxoacetic acid N=1C=CN2C1C=CC(=C2)C2N(CC(CC2)C)C(C(=O)O)=O